FC=1C=C2C(=NC1)NC=C2C2=NN1C(C(=N2)N[C@@H]2[C@H]([C@@H]3C4CCC4[C@H]2CC3)C(=O)O)=CC=C1 (1R,6S,7S,8S)-8-((2-(5-fluoro-1H-pyrrolo[2,3-b]pyridin-3-yl)pyrrolo[2,1-f][1,2,4]triazin-4-yl)amino)tricyclo[4.2.2.02,5]decane-7-carboxylic acid